12-cyclopentadecyldiacetylcarboxylic acid C1CCCCCCCCCCC(CCC1)CC(=O)C(=O)OC(C)=O